FCC(O)C1=CC=C(C=C1)C=1C2=C(N=C(N1)N1[C@H](CC1)C)CCC2 2-fluoro-1-[4-[2-[(2S)-2-methylazetidin-1-yl]-6,7-dihydro-5H-cyclopenta[d]pyrimidin-4-yl]phenyl]ethanol